FC(C(=O)O)(F)F.C(#N)CC(=O)N1C[C@@H]([C@@H](CC1)C)NC1=C2C(=NC=C1C(=O)O)NC=C2 4-(((3R,4R)-1-(2-cyanoacetyl)-4-methylpiperidin-3-yl)amino)-1H-pyrrolo[2,3-b]pyridine-5-carboxylic acid, trifluoroacetic acid salt